5-amino-[1,2,4]triazole NC1=NC=NN1